2-((S)-1-(2-fluoroacryloyl)-4-(2-(((S)-1-methylpyrrolidin-2-yl)methoxy)-7-(5,6,7,8-tetrahydronaphthalen-1-yl)-5,6,7,8-tetrahydropyrido[3,4-d]pyrimidin-4-yl)piperazin-2-yl)acetonitrile FC(C(=O)N1[C@H](CN(CC1)C=1C2=C(N=C(N1)OC[C@H]1N(CCC1)C)CN(CC2)C2=CC=CC=1CCCCC21)CC#N)=C